1-methyl-1-(2-(thieno[3,2-d]pyrimidine-4-carbonyl)-2-azaspiro[3.3]heptan-6-yl)-3-(5-(trifluoromethyl)pyridazin-3-yl)urea CN(C(=O)NC=1N=NC=C(C1)C(F)(F)F)C1CC2(CN(C2)C(=O)C=2C3=C(N=CN2)C=CS3)C1